The molecule is a cyclodepsipeptide antibiotic, which is isolated from the filamentous fungus Aureobasidium pullulans R106 and is toxic to yeast at low concentrations (0.1-0.5 ug/ml). It has a role as an inositol phosphorylceramide synthase inhibitor. It is a cyclodepsipeptide and a peptide antibiotic. CC[C@@H](C)[C@H]1C(=O)NC(C(=O)N[C@H](C(=O)N([C@H](C(=O)N2CCC[C@H]2C(=O)N[C@@H](C(=O)N([C@H](C(=O)N[C@H](C(=O)N([C@H](C(=O)O1)C(C)C)C)CC(C)C)C(C)C)C)[C@H](C)C(C)C)CC3=CC=CC=C3)C)CC4=CC=CC=C4)C(C)C